(S)-N-(1-(1H-indazol-4-yl)-1H-imidazol-4-yl)-1-cyanopyrrolidine-3-carboxamide N1N=CC2=C(C=CC=C12)N1C=NC(=C1)NC(=O)[C@@H]1CN(CC1)C#N